N-[Cyclooctyl(4-methoxy-6-{[4-(methylsulfonyl)piperazin-1-yl]methyl}-1H-imidazo-[4,5-c]pyridin-2-yl)methyl]-2-methylpyrazole-3-carboxamide C1(CCCCCCC1)C(NC(=O)C=1N(N=CC1)C)C=1NC2=C(C(=NC(=C2)CN2CCN(CC2)S(=O)(=O)C)OC)N1